Cl.C=N methyleneamine hydrochloride